tert-butyl (5S)-5-[[4-[4-(4-amino-3,5-difluoro-phenoxy)-2-methyl-thiazol-5-yl]pyrimidin-2-yl]amino]-3,3-difluoro-piperidine-1-carboxylate NC1=C(C=C(OC=2N=C(SC2C2=NC(=NC=C2)N[C@H]2CC(CN(C2)C(=O)OC(C)(C)C)(F)F)C)C=C1F)F